1-[3-(4-Bromo-2-methyl-2H-pyrazol-3-yl)-4-methoxy-phenyl]-3-[4-chloro-2-(4-methyl-piperazin-1-yl)-phenyl]-urea BrC1=C(N(N=C1)C)C=1C=C(C=CC1OC)NC(=O)NC1=C(C=C(C=C1)Cl)N1CCN(CC1)C